(2S)-2-[4-(tert-butoxycarbonyl)piperazin-1-yl]propanoic acid C(C)(C)(C)OC(=O)N1CCN(CC1)[C@H](C(=O)O)C